2-(3-(benzylthio)phenyl)ethanol C(C1=CC=CC=C1)SC=1C=C(C=CC1)CCO